(6R)-6-({2-[1-(cyclopropylmethyl)-1H-pyrazol-4-yl][1,2,4]triazolo[1,5-c]quinazolin-5-yl}amino)-1,4-diazepan-5-one C1(CC1)CN1N=CC(=C1)C1=NN2C(=NC=3C=CC=CC3C2=N1)N[C@H]1C(NCCNC1)=O